C1(CC1)[C@@H](C)NC=1N=CC2=C(N1)NC=C2C=2C=C1C=CC=NC1=CC2 (R)-N-(1-cyclopropylethyl)-5-(quinolin-6-yl)-7H-pyrrolo[2,3-d]pyrimidin-2-amine